[Be].[Ta].FC(C)(F)C1=NC(=C(C(=N1)N1CC2(C=3C=NC(=CC31)NC(C)=O)CC2)F)C N-(1'-(2-(1,1-difluoroethyl)-5-fluoro-6-methylpyrimidin-4-yl)-1',2'-dihydrospiro[cyclopropane-1,3'-pyrrolo[3,2-c]pyridin]-6'-yl)acetamide tantalum-beryllium